FC(OC1=CC=C(C=C1)S(=O)(=O)NC1CN(CC1)C1=CC(=CC=C1)OC(F)(F)F)(F)F 4-(trifluoromethoxy)-N-(1-(3-(trifluoromethoxy)phenyl)pyrrolidin-3-yl)benzenesulfonamide